2-(1H-pyrazol-3-yl)pyrimidine-4-carboxamide N1N=C(C=C1)C1=NC=CC(=N1)C(=O)N